5-chloro-2-fluoro-4-(trifluoromethyl)aniline ClC=1C(=CC(=C(N)C1)F)C(F)(F)F